(7S,13R)-9-(2,6-difluorophenyl)-3,7-dimethyl-13-(trifluoromethyl)-16-thia-2,4,5,8-tetrazatetracyclo[8.6.0.02,6.011,15]hexadeca-1(10),3,5,8,11(15)-pentaene FC1=C(C(=CC=C1)F)C1=N[C@H](C2=NN=C(N2C=2SC=3C[C@@H](CC3C12)C(F)(F)F)C)C